tert-butyl (5S)-5-methyl-2-(trifluoromethylsulfonyloxy)piperidine-1-carboxylate C[C@H]1CCC(N(C1)C(=O)OC(C)(C)C)OS(=O)(=O)C(F)(F)F